C(CC)[N-]CCC N,N-di-n-propylamide